N1=C2C(=CC=C1)N=C1N2CCC1 7,8-dihydro-6H-pyrrolo[2',1':2,3]imidazo[4,5-b]pyridine